1-(2,6-dichlorophenyl)-4-((4-(5-methylpyrimidin-4-yl)phenyl)amino)-1H-pyrazole-3-carboxamide ClC1=C(C(=CC=C1)Cl)N1N=C(C(=C1)NC1=CC=C(C=C1)C1=NC=NC=C1C)C(=O)N